potassium dihydrogen ortho-phosphate P(=O)(O)(O)[O-].[K+]